C1=C(C=CC=2C3=CC=CC=C3NC12)C(C(=O)NCC1=C(C=CC(=C1)Cl)F)CC(=O)C1NCCN(C1)C 2-(9H-carbazol-2-yl)-N-(5-chloro-2-fluorobenzyl)-4-(4-methylpiperazin-2-yl)-4-oxobutaneamide